spiro[2.5]octane-6-carbaldehyde C1CC12CCC(CC2)C=O